(R)-4-((R)-10-propenoyl-2-fluoro-14-oxo-8,8a,9,10,11,12-hexahydro-7H,14H-pyrazino[1',2':5,6][1,5]diazocino[3,2,1-hi]indazol-3-yl)-2-amino-7-fluorobenzo[b]thiophene-3-carbonitrile C(C=C)(=O)N1C[C@@H]2N(C(C=3C=C(C(=C4C=NN(C34)CC2)C2=CC=C(C=3SC(=C(C32)C#N)N)F)F)=O)CC1